C(#N)[C@H]1N(CSC1)C(CNC(=O)C1=CC=NC2=CC=C(C=C12)CC1=NOC(=C1)C)=O (R)-N-(2-(4-Cyanothiazolidin-3-yl)-2-oxoethyl)-6-((5-methylisoxazol-3-yl)-methyl)quinoline-4-carboxamide